(S)-1-((7-cyano-2-(3'-(3-(((R)-3-hydroxypyrrolidin-1-yl)methyl)-1,7-naphthyridin-8-ylamino)-2,2'-dimethylbiphenyl-3-yl)benzo[d]oxazol-5-yl)methyl)pyrrolidine-3-carboxylic acid C(#N)C1=CC(=CC=2N=C(OC21)C=2C(=C(C=CC2)C2=C(C(=CC=C2)NC=2N=CC=C1C=C(C=NC21)CN2C[C@@H](CC2)O)C)C)CN2C[C@H](CC2)C(=O)O